2-(7-((2-(2,4-dioxotetrahydropyrimidin-1(2H)-yl)benzyl)amino)-1-oxoisoindolin-2-yl)-2-(5-fluoro-2-hydroxyphenyl)-N-(thiazol-2-yl)acetamide O=C1N(CCC(N1)=O)C1=C(CNC=2C=CC=C3CN(C(C23)=O)C(C(=O)NC=2SC=CN2)C2=C(C=CC(=C2)F)O)C=CC=C1